FC(S(=O)(=O)OC1=C2C=NN(C2=CC2=C1C(=C(C=C2)F)CC)S(=O)(=O)C(F)(F)F)(F)F 5-ethyl-6-fluoro-1-((trifluoromethyl)sulfonyl)-1H-benzo[f]indazol-4-yl trifluoromethanesulfonate